C(#N)C1(CCN(CC1)C(=O)OC(C)(C)C)C1=NN(C=C1)C tert-butyl 4-cyano-4-(1-methyl-1H-pyrazol-3-yl)piperidine-1-carboxylate